3-(4-(5-(((1S,3S)-3-((4-(3-isopropyl-2-methyl-2H-indazol-5-yl)pyrimidin-2-yl)amino)cyclopentyl)amino)pentyl)-1-oxoisoindolin-2-yl)piperidine-2,6-dione C(C)(C)C=1N(N=C2C=CC(=CC12)C1=NC(=NC=C1)N[C@@H]1C[C@H](CC1)NCCCCCC1=C2CN(C(C2=CC=C1)=O)C1C(NC(CC1)=O)=O)C